C1=C(C=CC=2SC3=C(C21)C=CC=C3)C(=O)NCC(=O)N3[C@@H](C[C@H](C3)S(=O)(=O)C)C(=O)OC methyl (2S,4R)-1-((dibenzo[b,d]thiophene-2-carbonyl)glycyl)-4-(methylsulfonyl)pyrrolidine-2-carboxylate